C(C)OC(CCN1N=CC=C1)=O 3-(1H-pyrazol-1-yl)propionic acid ethyl ester